Cl.O[C@H]1CCN(C1)N1C=CC=2C1=NC=CC2S2CCNC=C2C(=O)N 1-((2R,4S)-4-Hydroxypyrrolidyl-1H-pyrrolo[2,3-b]pyridin-4-yl)-3,4-dihydro-2H-1,4-thiazine-6-carboxamide hydrochloride